S1C=NC2=C1C=C(C=C2)\C=C/2\C(N(C(=N2)NC(C)C)C)=O (Z)-5-(benzo[d]thiazol-6-ylmethylene)-2-(isopropylamino)-3-methyl-3,5-dihydro-4H-imidazol-4-one